ClC=1C(=C(C=CC1Cl)C1(NC=NC2=CC(=C(C=C12)N)C#CC1(CN(CC1)C)C)N)F 4-(3,4-dichloro-2-fluorophenyl)-7-((1,3-dimethylpyrrolidin-3-yl)ethynyl)quinazoline-4,6-diamine